1-(4-((6,7-dimethoxyquinazolin-4-yl)amino)phenyl)-3-(2-methylphenyl)urea COC=1C=C2C(=NC=NC2=CC1OC)NC1=CC=C(C=C1)NC(=O)NC1=C(C=CC=C1)C